N(=[N+]=[N-])C1=CC=C(C=C1)N1CCOCC1 4-(4-azidophenyl)morpholine